benzo[b]thiophene-3-carbonitrile Bis(2,2,2-trifluoroacetic acid) salt FC(C(=O)O)(F)F.FC(C(=O)O)(F)F.S1C2=C(C(=C1)C#N)C=CC=C2